piperazin-1-yl-pyrrolidine-1-carboxylate N1(CCNCC1)C1N(CCC1)C(=O)[O-]